(2R,6R)-6-(isobutylthio)-2-methyl-2H-pyran-3(6H)-one C(C(C)C)S[C@@H]1C=CC([C@H](O1)C)=O